CN1N=CC(=C1)C1=CC(=NC=N1)N 6-(1-methyl-1H-pyrazol-4-yl)pyrimidin-4-amine